C1(CC1)C1=NC=2C=3N(C(CC2C=C1OCCCOC)(C)C(C)C)C=C(C(C3)=O)C(=O)OC methyl 2-cyclopropyl-6-isopropyl-3-(3-methoxypropoxy)-6-methyl-10-oxo-5,10-dihydro-6H-pyrido[1,2-H][1,7]naphthyridine-9-carboxylate